O=C1NC(CCC1N1C(C2=CC=C(C=C2C1)C=1CC(N(CC1)C(=O)OC(C)(C)C)C)=O)=O tert-Butyl 4-(2-(2,6-dioxopiperidin-3-yl)-1-oxoisoindolin-5-yl)-2-methyl-3,6-dihydropyridine-1(2H)-carboxylate